O=S1(CC(C=C1)N1C(C(=CC2=CC=CC(=C12)C(=O)N)C(=O)NC1=NN(C=C1)C)=O)=O (1,1-dioxido-2,3-dihydrothiophen-3-yl)-N-(1-methyl-1H-pyrazol-3-yl)-2-oxo-1,2-dihydroquinoline-3,8-dicarboxamide